5-(1-methyl-1H-pyrazole-3-carboxamido)-2-oxohexanediamide CN1N=C(C=C1)C(=O)NC(CCC(C(=O)N)=O)C(=O)N